(3-(4,4-bis(methoxymethyl)-cyclohexyl)-2-((methyl(2-(methylamino)ethyl)amino)-methyl)-6,7-dihydropyrazolo-[1,5-a]pyrazin-5(4H)-yl)(1-isopropylcyclobutyl)-methanone COCC1(CCC(CC1)C=1C(=NN2C1CN(CC2)C(=O)C2(CCC2)C(C)C)CN(CCNC)C)COC